4-(5-(3-oxa-8-azabicyclo[3.2.1]octan-8-yl)-1-tosyl-1H-pyrrolo[2,3-b]pyridin-3-yl)(3,4-dichlorobenzyl)pyridin-2(1H)-one C12COCC(CC1)N2C=2C=C1C(=NC2)N(C=C1C1=CC(N(C=C1)CC1=CC(=C(C=C1)Cl)Cl)=O)S(=O)(=O)C1=CC=C(C)C=C1